ClC1=CC2=C(NC(=N2)C(=O)N[C@H](C(=O)N[C@@H](C[C@H]2C(NCC2)=O)C#N)CC(C)(C)C)C=C1 5-chloro-N-[(2S)-1-({(1S)-1-cyano-2-[(3S)-2-oxopyrrolidin-3-yl]ethyl}amino)-4,4-dimethyl-1-oxopentan-2-yl]-1H-benzimidazole-2-carboxamide